F[C@@H]1CN(CC[C@@H]1OC([2H])([2H])[2H])C1=NC=CC(=N1)NC=1N=CC2=C(C=NC(=C2C1)C(C)C)N1[C@@H]([C@H](C1)CS(=O)(=O)C)C N-{2-[(3R,4S)-3-fluoro-4-(2H3)methoxypiperidin-1-yl]pyrimidin-4-yl}-8-[(2R,3S)-3-(methanesulfonylmeth-yl)-2-methylazetidin-1-yl]-5-(propan-2-yl)-2,6-naphthyridin-3-amine